BrC=1C(=C2COC(C2=CC1)=O)O 5-bromo-4-hydroxyisobenzofuran-1(3H)-one